F[C@@H]1C[C@]12CN(C(C1=CC=C(C=C21)C2(CC2)F)=O)CC(=O)OC methyl 2-((1S,2R)-2-fluoro-6'-(1-fluorocyclopropyl)-1'-oxo-1'H-spiro[cyclopropane-1,4'-isoquinolin]-2'(3'H)-yl)acetate